ClC=1C=NN(C1)C1=C(C=C(C=C1)NC(CC1=C(C=CC=C1)C(F)F)=O)S(N)(=O)=O N-[4-(4-chloro-1H-pyrazol-1-yl)-3-sulfamoylphenyl]-2-[2-(difluoromethyl)phenyl]acetamide